3-(2-(4-(methoxycarbonyl)phenyl)-4-nitro-1H-imidazol-5-yl)-2,5-dihydro-1H-pyrrole-1-carboxylic acid tert-butyl ester C(C)(C)(C)OC(=O)N1CC(=CC1)C1=C(N=C(N1)C1=CC=C(C=C1)C(=O)OC)[N+](=O)[O-]